BrC=1C=CC2=C(C(=N[C@H](C=3N2C(=NN3)SCCN(CC)CC)CCC(=O)OC)C3=C(C=CC=C3)Cl)C1 methyl (S)-3-(8-bromo-6-(2-chlorophenyl)-1-((2-(diethylamino)ethyl)thio)-4H-benzo[f][1,2,4]triazolo[4,3-a][1,4]diazepin-4-yl)propionate